C(C1=CC=CC=C1)OC1=NC(=CC=C1N1C(N(C2=C1C=CC=C2N2CC(CCC2)OCC(=O)O)C)=O)OCC2=CC=CC=C2 2-((1-(1-(2,6-bis(benzyloxy)pyridin-3-yl)-3-methyl-2-oxo-2,3-dihydro-1H-benzo[d]imidazol-4-yl)piperidin-3-yl)oxy)acetic acid